2-(diphenylphosphino)cyclohexylamine C1(=CC=CC=C1)P(C1C(CCCC1)N)C1=CC=CC=C1